6,7-difluoro-5-[4-fluoro-3-(1H-pyrazol-3-yl)phenoxy]-4-methylsulfanyl-1-(p-tolylsulfonyl)indole FC1=C(C(=C2C=CN(C2=C1F)S(=O)(=O)C1=CC=C(C=C1)C)SC)OC1=CC(=C(C=C1)F)C1=NNC=C1